(1s,3s)-3-((3-(3-cyclopropyl-1,2,4-oxadiazol-5-yl)-4,5-dimethylthiophen-2-yl)carbamoyl)cyclobutane-1-carboxylic acid C1(CC1)C1=NOC(=N1)C1=C(SC(=C1C)C)NC(=O)C1CC(C1)C(=O)O